O1CCCC1 (S)-(+)-tetrahydrofuran